OC1=CC=C2C([C@H]([C@@H](OC2=C1)C1=CC=C(C=C1)O)OC)=O (trans)-7-hydroxy-2-(4-hydroxyphenyl)-3-methoxychroman-4-one